2-[3-ethylsulfanyl-2-[1-(2,2,3,3,3-pentafluoro-propyl)pyrazolo[3,4-c]pyridin-5-yl]indazol-6-yl]-2-methyl-propanenitrile C(C)SC=1N(N=C2C=C(C=CC12)C(C#N)(C)C)C=1C=C2C(=CN1)N(N=C2)CC(C(F)(F)F)(F)F